NC1=NC=2CC[C@@H]([C@@H](C2C=C1)O)[C@@H]1N2C(C3=CC=CC=C13)=CN=C2 (5S,6R)-2-Amino-6-((S)-5H-imidazo[5,1-a]isoindol-5-yl)-5,6,7,8-tetrahydrochinolin-5-ol